C(C1=CC=CC=C1)N1CCC(CC1)O N-benzyl-piperidine-4-ol